C(CC)S(=O)(=O)O (E)-propane-1-sulfonic acid